4-(2-(4-(4-(2,6-dioxopiperidin-3-yl)phenyl)-[1,4'-bipiperidin]-1'-yl)ethyl)-2-((S)-1-(3-ethoxy-4-methoxyphenyl)-2-(methylsulfonyl)ethyl)isoindoline-1,3-dione O=C1NC(CCC1C1=CC=C(C=C1)C1CCN(CC1)C1CCN(CC1)CCC1=C2C(N(C(C2=CC=C1)=O)[C@H](CS(=O)(=O)C)C1=CC(=C(C=C1)OC)OCC)=O)=O